isopropoyl alcohol C(CO)(C)=O